C(C)(=O)O[C@@H]1[C@H](C(N1)=O)CCO[Si](C)(C)C(C)(C)C (3R,4R)-4-acetoxy-3-[(R)-((tert-butyldimethylsilyl)oxy)ethyl]-2-azetidinone